di-t-butyl-(2,2-diphenyl-1-methyl-1-cyclopropyl)phosphine C(C)(C)(C)P(C1(C(C1)(C1=CC=CC=C1)C1=CC=CC=C1)C)C(C)(C)C